O[C@H]1[C@@H](O[C@@H]([C@H]([C@@H]1O)O)CO)N1C=C(C2=CC=CC(=C12)C)CC(=O)O 2-(1-((2R,3R,4S,5S,6R)-3,4,5-trihydroxy-6-(hydroxymethyl)tetrahydro-2H-pyran-2-yl)-7-methyl-1H-indol-3-yl)acetic acid